4-chloro-1-methyl-1H-pyrrolo[3,2-c]pyridine-7-carboxamide ClC1=NC=C(C2=C1C=CN2C)C(=O)N